tert-butyl ((5-fluoro-2,3-dihydrobenzofuran-4-yl-2,3-d2)methyl-d2)carbamate FC=1C=CC2=C(C(C(O2)[2H])[2H])C1C([2H])([2H])NC(OC(C)(C)C)=O